C(C)(C)(C)OC(=O)N1CC2(C1)CC(C2)N2CCN(CC2)C2=CC(=C(C=C2)C(N(C)CCCOC)=O)Cl Tert-butyl-6-(4-(3-chloro-4-((3-methoxypropyl)(methyl) carbamoyl)phenyl)piperazin-1-yl)-2-azaspiro[3.3]heptane-2-carboxylate